C(C)(C)(C)OC(=O)N1C=C(C=CC=C1)I 3-iodoazepine-1-carboxylic acid tert-butyl ester